(1R,3r)-3-((R)-3-(1-(1-((R)-1-(2,4-dichlorophenyl)ethyl)-4-(difluoromethoxy)-1H-benzo[d][1,2,3]triazol-6-yl)azetidin-3-yl)piperidin-1-yl)-1-methylcyclobutane-1-carboxylic acid ClC1=C(C=CC(=C1)Cl)[C@@H](C)N1N=NC2=C1C=C(C=C2OC(F)F)N2CC(C2)[C@@H]2CN(CCC2)C2CC(C2)(C(=O)O)C